3-(1-Acetyl-4-methoxypiperidin-4-yl)-5-chloro-1,7-dimethyl-2-oxo-1,2-dihydro-1,6-naphthyridin-8-yl triflate O(S(=O)(=O)C(F)(F)F)C=1C(=NC(=C2C=C(C(N(C12)C)=O)C1(CCN(CC1)C(C)=O)OC)Cl)C